C(#C)C1=CC=C(C=N1)[C@H](C)NC(=O)N1CCN(CC1)C1=NC(=CC(=N1)C)NC1=NNC(=C1)C (S)-N-(1-(6-ethynylpyridin-3-yl)ethyl)-4-(4-methyl-6-((5-methyl-1H-pyrazol-3-yl)amino)pyrimidin-2-yl)piperazine-1-carboxamide